C(CCCCCCCCCCCCCCCCC)N(C(=O)N)[C@H]1[C@@H](CCCC1)N(C(=O)N)CCCCCCCCCCCCCCCCCC trans-1,2-bis(N-octadecyl-ureido)cyclohexane